4-[methyl-(5-morpholin-4-yl-pyridin-3-yl)-amino]-phenol CN(C1=CC=C(C=C1)O)C=1C=NC=C(C1)N1CCOCC1